6-[1-(aminomethyl)-6-azaspiro[2.5]oct-6-yl]-3-(2,3-dichlorophenyl)-2-methyl-3,4-dihydropyrimidin-4-one NCC1CC12CCN(CC2)C2=CC(N(C(=N2)C)C2=C(C(=CC=C2)Cl)Cl)=O